(R)-3-(3-(2-oxopyrrolidin-1-yl)phenyl)-3-(5-(2-(5,6,7,8-tetrahydro-1,8-naphthyridin-2-yl)ethoxy)-1H-indazol-1-yl)propionic acid O=C1N(CCC1)C=1C=C(C=CC1)[C@@H](CC(=O)O)N1N=CC2=CC(=CC=C12)OCCC1=NC=2NCCCC2C=C1